3-(4-morpholinoanilino)-5-(oxetan-3-yl)pyrazine-2-carboxamide O1CCN(CC1)C1=CC=C(NC=2C(=NC=C(N2)C2COC2)C(=O)N)C=C1